3-isopropyl-N6-(pentan-3-yl)-N8-(pyrimidin-4-yl)-[1,2,4]triazolo[4,3-b]pyridazine-6,8-diamine C(C)(C)C1=NN=C2N1N=C(C=C2NC2=NC=NC=C2)NC(CC)CC